((1-(1-Cyanopyrrolidin-3-yl)ethyl)amino)benzo[d]thiazole-6-carbonitrile C(#N)N1CC(CC1)C(C)NC=1SC2=C(N1)C=CC(=C2)C#N